Adamantyl-palladium(II) chloride C12(CC3CC(CC(C1)C3)C2)[Pd]Cl